O1C2=C(N(CC1)C(CC=1C=NC=C(C1)C1=CC=C(C=C1)OC)=O)C=CC=C2 1-(2,3-dihydro-4H-benzo[b][1,4]oxazin-4-yl)-2-(5-(4-methoxyphenyl)pyridin-3-yl)ethan-1-one